(1S,2R,3S)-N-methoxy-N,2-dimethyl-3-((R)-tetrahydrofuran-2-yl)cyclopropane-1-carboxamide CON(C(=O)[C@H]1[C@@H]([C@@H]1[C@@H]1OCCC1)C)C